N[C@@H](C(=O)NC=1C=CC=C2C(=CNC12)C=1C=NNC1)C1=CC=CC=C1 (2R)-2-amino-2-phenyl-N-[3-(1H-pyrazol-4-yl)-1H-indol-7-yl]acetamide